ClC=1C=C2C=C(N(C2=CC1)C(=O)OC(C)(C)C)C1=NC=CC(=N1)OC tert-butyl 5-chloro-2-(4-methoxypyrimidin-2-yl)indole-1-carboxylate